ClC=1C(=NC=CC1)N1N=C(C=C1C(=O)O)OCC(C(F)(F)F)(F)F 2-(3-chloro-2-pyridyl)-5-(2,2,3,3,3-pentafluoropropoxy)pyrazole-3-carboxylic acid